NC1=NC=CC=C1S(=O)(=O)NC1=NC(=C(C=C1)Cl)C1=C(C=CC=C1)C 2-amino-N-(5-chloro-6-(o-tolyl)pyridin-2-yl)pyridine-3-sulfonamide